FC=1C=CC(=C(C1)C(C)NC1=NC=2N(C=C1)N=CC2C=2C=NN(C2)C2CCOCC2)OCCCF N-(1-(5-fluoro-2-(3-fluoropropoxy)phenyl)ethyl)-3-(1-(tetrahydro-2H-pyran-4-yl)-1H-pyrazol-4-yl)pyrazolo[1,5-a]pyrimidine-5-amine